1,3,5-tris(p-pyridin-3-yl-phenyl)benzene Tert-butyl-(4-(6-bromo-8-fluoro-2-(methylthio)-4-oxo-3,4-dihydroquinazolin-7-yl)-3-cyano-7-fluorobenzo[b]thiophen-2-yl)carbamate C(C)(C)(C)N(C(O)=O)C1=C(C2=C(S1)C(=CC=C2C2=C(C=C1C(NC(=NC1=C2F)SC)=O)Br)F)C#N.N2=CC(=CC=C2)C2=CC=C(C=C2)C2=CC(=CC(=C2)C2=CC=C(C=C2)C=2C=NC=CC2)C2=CC=C(C=C2)C=2C=NC=CC2